O[C@@H]1C[C@H](N(C1)C(=O)OC(C)(C)C)C(N[C@@H](C)C1=CC=C(C=C1)C1=C(N=CS1)C)=O tert-butyl (2S,4R)-4-hydroxy-2-({(1S)-1-[4-(4-methyl-1,3-thiazol-5-yl)phenyl]ethyl}carbamoyl)pyrrolidine-1-carboxylate